C(C)(C)(C)OC(=O)N(C(OC(C)(C)C)=O)C=1C2=C(N=CN1)N(C=C2I)C2COC2 tert-butyl (tert-butoxycarbonyl)(5-iodo-7-(oxetan-3-yl)-7H-pyrrolo[2,3-d]pyrimidin-4-yl)carbamate